6-(((1S,2S,4S)-2-(dimethyl-amino)-4-(2-fluoro-3-(trifluoromethyl)phenyl)-cyclohexyl)oxy)-2-methyl-N-(pyrimidin-4-yl)pyridine-3-sulfonamide formate C(=O)O.CN([C@@H]1[C@H](CC[C@@H](C1)C1=C(C(=CC=C1)C(F)(F)F)F)OC1=CC=C(C(=N1)C)S(=O)(=O)NC1=NC=NC=C1)C